CC1(C(C2=CC(=CC=C2CC1)C1=CC=C(C=C1)C(F)(F)F)NC(O[C@@H]1CN2CCC1CC2)=O)C (S)-quinuclidin-3-yl (2,2-dimethyl-7-(4-(trifluoromethyl)phenyl)-1,2,3,4-tetrahydronaphthalen-1-yl)carbamate